CCCCCCCCCCC.[K] potassium undecane